3-(4-(3-(4-aminopiperazin-1-yl)pyrrolidin-1-yl)-3-fluorophenyl)piperidine-2,6-dione NN1CCN(CC1)C1CN(CC1)C1=C(C=C(C=C1)C1C(NC(CC1)=O)=O)F